OCC=1CCN(CC1)C(=O)OC(C)(C)C tert-butyl 4-(hydroxymethyl)-3,6-dihydropyridine-1(2H)-carboxylate